BrC1=CC=C(O1)C(=O)NC1=C(C=C(C=C1)CC(=O)N1CCOCC1)N1CCCCC1 5-bromo-N-(4-(2-morpholinyl-2-oxoethyl)-2-(piperidin-1-yl)phenyl)furan-2-carboxamide